(4-bromophenyl) (cyclopropyl) sulfide C1(CC1)SC1=CC=C(C=C1)Br